3-(5-bromo-2-thienyl)-2,5-bis(2-ethylhexyl)-2,5-dihydro-6-(2-thienyl)pyrrolo[3,4-c]pyrrole-1,4-dione BrC1=CC=C(S1)C=1N(C(C2=C(N(C(C21)=O)CC(CCCC)CC)C=2SC=CC2)=O)CC(CCCC)CC